4-(chloromethyl)-N-(1-hydroxy-2-methylpropan-2-yl)benzamide ClCC1=CC=C(C(=O)NC(CO)(C)C)C=C1